CC=1C=C(C=C(C1)C)C=1N=C(SC1)NC(C1=CC=C(C=C1)OC)=O N-(4-(3,5-dimethylphenyl)thiazol-2-yl)-4-methoxybenzamide